COC1=C(C=C2C=C(NC2=C1)C(=O)O)OC(F)(F)F 6-methoxy-5-(trifluoromethoxy)-1H-indole-2-carboxylic acid